BrC1=C(C=NN(C1=O)C)N[C@@H]1C[C@@H](CN(C1)C)C1=CC=C(C(=O)N2CC3(C2)CN(C3)CC=3C=C2C(N(C(C2=CC3)=O)C3C(NC(CC3)=O)=O)=O)C=C1 5-[[2-[4-[(3R,5R)-5-[(5-bromo-1-methyl-6-oxo-pyridazin-4-yl)amino]-1-methyl-3-piperidyl]benzoyl]-2,6-diazaspiro[3.3]heptan-6-yl]methyl]-2-(2,6-dioxo-3-piperidyl)isoindoline-1,3-dione